C(C)C1(NC(N(C(C1)=O)[C@H](CCOC)C=1C=C(C(=O)NC2C(CC3=CC=CC=C23)(C(F)(F)F)O)C=CC1)=N)CC 3-[(1R)-1-(4,4-diethyl-2-imino-6-oxo-hexahydropyrimidin-1-yl)-3-methoxy-propyl]-N-[2-hydroxy-2-(trifluoromethyl)indan-1-yl]benzamide